C(C1=CC=CC=C1)OCCOCCN1N=NC2=C1C=CC(=C2C)/C=C/C(=O)OCC ethyl (2E)-3-(1-{2-[2-(benzyloxy)ethoxy]ethyl}-4-methyl-1H-benzotriazol-5-yl)prop-2-enoate